(R)-5-(2-(benzyloxy)-4-(trifluoromethyl)phenyl)-N-(1-methylpiperidin-3-yl)imidazo[1,2-d][1,2,4]triazin-8-amine C(C1=CC=CC=C1)OC1=C(C=CC(=C1)C(F)(F)F)C1=NN=C(C=2N1C=CN2)N[C@H]2CN(CCC2)C